N[C@@H](C(=O)NC1N=CC(=NC1=O)C1=CC=C(C2=C1C1(CC1)CO2)C)CC (2R)-2-amino-N-[5-(7-methylspiro[2H-benzofuran-3,1'-cyclopropane]-4-yl)oxopyrazin-2-yl]butyramide